NC1=C(C2=C(N=C(N=C2)NC(=O)C2NCCC2)N1C1=C(C(=CC=C1C)O)C)C#N N-(6-amino-5-cyano-7-(3-hydroxy-2,6-dimethylphenyl)-7H-pyrrolo[2,3-d]pyrimidin-2-yl)pyrrolidine-2-carboxamide